IC=1C=C(C=CC1OC)C1=C(OC=C1)C(=O)OC methyl 3-(3-iodo-4-methoxyphenyl)furan-2-carboxylate